2-[5-chloro-2-methyl-4-[1-(trifluoromethyl)cyclopentyl]phenyl]-4,4,5,5-tetramethyl-1,3,2-dioxaborolane ClC=1C(=CC(=C(C1)B1OC(C(O1)(C)C)(C)C)C)C1(CCCC1)C(F)(F)F